C(C)OC=1C(=CC=2C(N1)=NN(C2)C)N2N=C(C(=C2C)C(C)C)I 1-{6-ethoxy-2-methyl-2H-pyrazolo[3,4-b]pyridin-5-yl}-3-iodo-5-methyl-4-(propan-2-yl)-1H-pyrazole